2-methyl-N-trityl-2,3-dihydropyrazolo[5,1-b]oxazole CC1CN2C(O1)=CCN2C(C2=CC=CC=C2)(C2=CC=CC=C2)C2=CC=CC=C2